C(#N)C1=C(C(=CN1)C(=O)OC)C1=C(C(=CC=C1F)F)C Methyl 5-cyano-4-(3,6-difluoro-2-methylphenyl)-1H-pyrrole-3-carboxylate